decahydro-2,6,6,7,8,8-hexamethyl-2H-indeno[4,5-B]furan CC1CC2C(O1)C1C(C(C(C1CC2)(C)C)C)(C)C